CN1C(C(=C(C2=CC=C(C=C12)OC1COC1)N1CCC(CC1)(C=1OC2=C(N1)C=C(C=C2)C)C)C#N)=O 1-methyl-4-[4-methyl-4-(5-methyl-1,3-benzoxazol-2-yl)piperidin-1-yl]-7-[(oxetan-3-yl)oxy]-2-oxo-1,2-dihydroquinoline-3-carbonitrile